2-[4-{7-(4'-cyano-biphenyl-4-yl)-9,9-diphenyl-9H-fluoren-2-yl}-phenyl]-benzoxazole C(#N)C1=CC=C(C=C1)C1=CC=C(C=C1)C1=CC=C2C=3C=CC(=CC3C(C2=C1)(C1=CC=CC=C1)C1=CC=CC=C1)C1=CC=C(C=C1)C=1OC2=C(N1)C=CC=C2